CC1=C(NC2=CC(=CC=C12)C)C(=O)N1CCC(CC1)C=1C=C2CN(C(C2=CC1)=O)C1C(NC(CC1)=O)=O 3-(5-(1-(3,6-dimethyl-1H-indole-2-carbonyl)piperidin-4-yl)-1-oxoisoindolin-2-yl)piperidine-2,6-dione